BrC=1C=CC=2N(C3=CC=C(C=C3C2C1)Br)CCCCCCOP(O)(O)=O [6-(3,6-dibromo-9H-carbazol-9-yl)hexyl]phosphoric acid